C(C=C)(=O)O.CC(CC(C)O)(C)O dimethyl-1,3-butylene glycol acrylate